FC1=CC=C(/C=C/C2=CC=NC=3C(C(=C(C(C23)=O)NC(CCCC)=O)N2CCN(CC2)C)=O)C=C1 (E)-N-(4-(4-fluoro-styryl)-7-(4-methylpiperazin-1-yl)-5,8-dioxo-5,8-dihydroquinolin-6-yl)pentanamide